5-cyano-4-hydroxy-2-(trifluoromethyl)benzoic acid methyl ester COC(C1=C(C=C(C(=C1)C#N)O)C(F)(F)F)=O